Silver samarium [Sm].[Ag]